COC=1C=C(CN(C2=CC(=CC=C2)CN2CCCCC2)CC2=CC(=CC=C2)N2CCN(CC2)C)C=CC1 N-(3-methoxybenzyl)-N-(3-(4-methylpiperazin-1-yl)benzyl)-3-(piperidin-1-ylmethyl)aniline